3,4-dichloro-5-hydroxy-1-(4-(trifluoromethyl)benzyl)-1H-pyrrol-2(5H)-one ClC=1C(N(C(C1Cl)O)CC1=CC=C(C=C1)C(F)(F)F)=O